BrN1C(=NC2=C1C=CC=C2C(=O)O)CCl bromo-2-(chloromethyl)-1H-benzo[d]imidazole-4-carboxylic acid